tert-butyl N-{7-[6-(1-hydroxybutyl)-4-methylpyridin-3-yl]-2,6-naphthyridin-3-yl}carbamate OC(CCC)C1=CC(=C(C=N1)C1=NC=C2C=C(N=CC2=C1)NC(OC(C)(C)C)=O)C